methyl-pentyl-3,4-dimethylpentanoate CC(C(=O)[O-])(C(C(C)C)C)CCCCC